FC(=C1C[C@H](N(C1)C(=O)OC(C)(C)C)CO)F tert-butyl (S)-4-(difluoromethylene)-2-(hydroxymethyl)pyrrolidine-1-carboxylate